N2-methyl-oxalamide CNC(C(=O)N)=O